FC1=C(C(=C(C=C1C1=NN(C2=NC(=NC=C21)N2C[C@@H](OCC2)CC=2C=NC=CC2)C)C(F)(F)F)F)O (S)-2,6-Difluoro-3-(1-methyl-6-(2-(pyridin-3-ylmethyl)morpholino)-1H-pyrazolo[3,4-d]pyrimidin-3-yl)-5-(trifluoromethyl)phenol